4-cyclopropyl-3-(N-(2-(5-fluorothiophen-2-yl)-5-(5-methylisoxazol-4-yl)phenyl)sulfamoyl)benzoic Acid C1(CC1)C1=C(C=C(C(=O)O)C=C1)S(NC1=C(C=CC(=C1)C=1C=NOC1C)C=1SC(=CC1)F)(=O)=O